ClC=1C=CC(=NC1)C(C)=O 1-(5-chloropyridine-2-yl)ethanone